[Br-].C(CCCCCCCCC)N1CN(C=C1)C 1-decyl-3-methylimidazole bromide salt